Cl.FC=1C=C(C=CC1F)\C=C/1\C(N\C(\C(N1)=O)=C/C=1N=C(NC1C(C)C)C(CC)C1NCCOC1)=O (3Z,6Z)-3-(3,4-Difluorophenyl)methylene-6-((5-isopropyl-1-(3-morpholinyl)propylimidazol-4-yl)methylene)piperazine-2,5-dione, hydrochloride